FC=1C=C(C=C(C1)F)[C@@H]1CC=NN1C(=O)N1CC(C1)OC1=NC(=NC=C1F)C=1C(=NN(C1C)CC(=O)N(C)C)C (S)-2-(4-(4-((1-(5-(3,5-difluorophenyl)-4,5-dihydro-1H-pyrazol-1-carbonyl)azetidin-3-yl)oxy)-5-fluoropyrimidin-2-yl)-3,5-dimethyl-1H-pyrazol-1-yl)-N,N-dimethylacetamide